diamino-benzenedisulfonic acid NC=1C(=C(C(=CC1)S(=O)(=O)O)S(=O)(=O)O)N